(S)-1-(5-(2-hydroxypropyl)-1H-indol-1-yl)-2,2-dimethyl-1-propanone O[C@H](CC=1C=C2C=CN(C2=CC1)C(C(C)(C)C)=O)C